N1=C(C=CC=C1)C1=CC=2C(=NC=CC2NC(=O)C2CCC(CC2)C(C)NC(OC(C)(C)C)=O)N1COCC[Si](C)(C)C tert-butyl (1-((1r,4r)-4-((2-(pyridin-2-yl)-1-((2-(trimethylsilyl)ethoxy)methyl)-1H-pyrrolo-[2,3-b]pyridin-4-yl)carbamoyl)cyclohexyl)ethyl)carbamate